FC1=C(C=CC=C1)C1=CN(C=2N=CN=C(C21)N2[C@H](CN(CC2)C(C(C)C)=O)C)C2=CC(=NC=N2)C#N (S)-6-(5-(2-fluorophenyl)-4-(4-isobutyryl-2-methylpiperazin-1-yl)-7H-pyrrolo[2,3-d]pyrimidin-7-yl)pyrimidine-4-carbonitrile